tert-butyl 3-(((3-(dimethylamino) propyl) (3-((2-(4-methoxyphenyl) quinolin-4-yl) amino) propyl) amino) methyl)-azetidine-1-carboxylate CN(CCCN(CCCNC1=CC(=NC2=CC=CC=C12)C1=CC=C(C=C1)OC)CC1CN(C1)C(=O)OC(C)(C)C)C